7,7-difluorospiro[3.5]nonan FC1(CCC2(CCC2)CC1)F